CNNCCCCCC N-methylamino-hexylamine